pentafluorobenzothiolol FC1=C(C(=C(C=2C(=C(SC21)O)F)F)F)F